3,4-dibromodibenzofuran BrC=1C=CC2=C(OC3=C2C=CC=C3)C1Br